CC1=C(C=2N(N=C1N1CC=3C=C(C=NC3CC1)C=1C=NC(=CC1)OC)C(=NN2)C(F)(F)F)C 6-(7,8-dimethyl-3-(trifluoromethyl)-[1,2,4]triazolo[4,3-b]pyridazin-6-yl)-3-(6-methoxypyridin-3-yl)-5,6,7,8-tetrahydro-1,6-naphthyridine